CSC1=CC=C(S1)C(=O)NC1CCC(CC1)NC1=CC(=NC2=CC=C(C=C12)Cl)C(F)(F)F 5-(methylsulfanyl)-N-[(1s,4s)-4-{[6-chloro-2-(trifluoromethyl)quinolin-4-yl]amino}cyclohexyl]thiophene-2-carboxamide